CN(C(CN1CCN(CC1)C)=O)C1=CC=C(C=C1)N\C(=C\1/C(NC2=CC(=CC=C12)C(=O)OC)=O)\C1=CC=CC=C1 Methyl (Z)-3-[[[4-(N-methyl-2-(4-methylpiperazin-1-yl)acetamido)phenyl]amino](phenyl)methylene]-2-oxoindoline-6-carboxylate